N[C@H](C(=O)OC[C@H]1O[C@]([C@@H]([C@@H]1O)O)(C1=CC=C2C(=NC=NN21)NC(=O)OCOC(C(C)C)=O)C#N)C(C)(C)C ((2R,3S,4R,5R)-5-cyano-3,4-dihydroxy-5-(4-((((isobutyryloxy)methoxy)carbonyl) amino)pyrrolo[2,1-f][1,2,4]triazin-7-yl)tetrahydrofuran-2-yl)methyl (S)-2-amino-3,3-dimethylbutanoate